ClC=1C=C(C(=O)N2CC3=C(NN4C3=CN(C[C@H]4C)C(C)C=4C=NC(=CC4)N4N=C(N=N4)C)C[C@H]2C)C=CC1Cl (3R,7R)-2-(3,4-dichlorobenzoyl)-3,7-dimethyl-9-(1-(6-(5-methyl-2H-tetrazol-2-yl)Pyridin-3-yl)ethyl)-1,2,3,4,8,9-hexahydropyrido[4',3':3,4]Pyrazolo[1,5-a]Pyrazin